C1C(OC2=CC(=CC(=C2C1=O)O)O[C@H]3[C@@H]([C@H]([C@@H]([C@H](O3)C(=O)O)O)O)O)C4=CC=C(C=C4)O The molecule is a dihydroxyflavanone that is naringenin in which the phenolic hydrogen at position 7 has been replaced by a beta-D-glucuronosyl residue. It is a dihydroxyflavanone, a beta-D-glucosiduronic acid, a polyphenol and a member of 4'-hydroxyflavanones. It derives from a naringenin.